(1R,2S,5S)-8-hydroxy-2,5-dimethyl-7,9-dioxo-N-(2,4,6-trifluorobenzyl)-2,5,7,9-tetrahydro-1,6-methanopyrido[1,2-b][1,2,5]triazonine-10-carboxamide OC=1C(C(=CN2N3[C@H](C=C[C@@H](N(C(C21)=O)C3)C)C)C(=O)NCC3=C(C=C(C=C3F)F)F)=O